tert-butyl 2-[4-[4-[(2,6-dioxo-3-piperidyl) amino] phenyl]-1-piperidyl]acetate O=C1NC(CCC1NC1=CC=C(C=C1)C1CCN(CC1)CC(=O)OC(C)(C)C)=O